1-(benzo[d][1,3]dioxin-5-yl)-2-(1H-imidazole-1-yl)ethan-1-one O1COCC2=C1C=CC=C2C(CN2C=NC=C2)=O